N-octadecyl-N-decyl-tolylammonium tetrakis(perfluorophenyl)borate FC1=C(C(=C(C(=C1F)F)F)F)[B-](C1=C(C(=C(C(=C1F)F)F)F)F)(C1=C(C(=C(C(=C1F)F)F)F)F)C1=C(C(=C(C(=C1F)F)F)F)F.C(CCCCCCCCCCCCCCCCC)[NH+](CCCCCCCCCC)C1=C(C=CC=C1)C